C(C)N[C@@H]1CN(CC1)C=1C2=CN(N=C2C(=C(C1)O)C(=O)NC=1C=C(C=2N(C1)C=C(N2)C)F)C 4-[(3S)-3-(ethylamino)pyrrolidin-1-yl]-N-(8-fluoro-2-methyl-imidazo[1,2-a]pyridin-6-yl)-6-hydroxy-2-methyl-indazole-7-carboxamide